(S)-N-[(R)-(5-chloro-2-hydroxy-4-methylphenyl)(1-[imidazo[1,2-a]pyrimidine-6-carbonyl]piperidin-4-yl)methyl]-2-methylpropane-2-sulfinamide ClC=1C(=CC(=C(C1)[C@H](N[S@@](=O)C(C)(C)C)C1CCN(CC1)C(=O)C=1C=NC=2N(C1)C=CN2)O)C